NC1=NC(=CC(=N1)N1CCC2(C[C@H](NC2)C(=O)O)CC1)O[C@@H](C(F)(F)F)C1=CC=C(C=C1)C1=CC(=C(C=C1)OC)OC (S)-8-(2-amino-6-((R)-1-(3',4'-dimethoxy-[1,1'-biphenyl]-4-yl)-2,2,2-trifluoroethoxy)pyrimidin-4-yl)-2,8-diazaspiro[4.5]decane-3-carboxylic acid